N-(3-chloro-5-(methylsulfonyl)phenyl)-4-(3-methylpyridin-2-yl)thiophene-2-carboxamide ClC=1C=C(C=C(C1)S(=O)(=O)C)NC(=O)C=1SC=C(C1)C1=NC=CC=C1C